OC[C@@H](C)N1N=C(C=C1)N\C(\C)=C\1/C(NC2=CN=C(C=C21)C=2C=NC=CC2C)=O (R,Z)-3-(1-((1-(1-Hydroxypropan-2-yl)-1H-pyrazol-3-yl)amino)ethylidene)-5-(4-methylpyridin-3-yl)-1H-pyrrolo[2,3-c]pyridin-2(3H)-one